Ethyl 3-({[(benzyloxy)carbonyl](cyclobutyl)amino}methyl)-1-(4-methylbenzyl)-1H-indole-2-carboxylate C(C1=CC=CC=C1)OC(=O)N(C1CCC1)CC1=C(N(C2=CC=CC=C12)CC1=CC=C(C=C1)C)C(=O)OCC